ClC1=CC(=C2C(=N1)N=C(O2)N[C@H]2CN(CCC2)C)C(C)=O (R)-1-(5-Chloro-2-((1-methylpiperidin-3-yl)amino)oxazolo[4,5-b]pyridin-7-yl)ethan-1-one